C(O)C1(NCCC2=C1NC1=CC=CC=C21)CO 1,1-dimethylol-2,3,4,9-tetrahydro-1H-pyrido[3,4-b]indole